3,6-bis(trifluoromethyl)-1,2,4,5-tetrazine FC(C=1N=NC(=NN1)C(F)(F)F)(F)F